methyl (3S,6R)-1-(2-(2-chloro-4-fluorophenyl)acetyl)-6-methylpiperidine-3-carboxylate ClC1=C(C=CC(=C1)F)CC(=O)N1C[C@H](CC[C@H]1C)C(=O)OC